The molecule is a third-generation cephalosporin compound having 2-(2-amino-1,3-thiazol-4-yl)-2-(methoxyimino)acetylamino and [(2-methyl-5,6-dioxo-1,2,5,6-tetrahydro-1,2,4-triazin-3-yl)sulfanyl]methyl side-groups. It has a role as an antibacterial drug, an EC 3.5.2.6 (beta-lactamase) inhibitor and a drug allergen. It is a cephalosporin, a member of 1,2,4-triazines, a member of 1,3-thiazoles and an oxime O-ether. It is a conjugate acid of a ceftriaxone(1-). CN1C(=NC(=O)C(=O)N1)SCC2=C(N3[C@@H]([C@@H](C3=O)NC(=O)/C(=N\\OC)/C4=CSC(=N4)N)SC2)C(=O)O